(1S,2S,5R)-1-hydroxy-N-(3-hydroxyphenethyl)-2-isopropyl-5-methylcyclohexanecarboxamide O[C@@]1([C@@H](CC[C@H](C1)C)C(C)C)C(=O)NCCC1=CC(=CC=C1)O